3-(triethoxy silyl)propyl 3-oxobutanoate O=C(CC(=O)OCCC[Si](OCC)(OCC)OCC)C